Ethyl 2-[(1R,3R)-3-[(2S,3S)-2-{[(2R)-1-[(tert-butoxy)carbonyl]-2-methylpyrrolidin-2-yl]formamido}-N-hexyl-3-methylpentanamido]-1-hydroxy-4-methylpentyl]-1,3-thiazole-4-carboxylate C(C)(C)(C)OC(=O)N1[C@@](CCC1)(C)C(=O)N[C@H](C(=O)N(CCCCCC)[C@H](C[C@@H](O)C=1SC=C(N1)C(=O)OCC)C(C)C)[C@H](CC)C